FC1=CC=C(C=C1)N(C(=O)[C@H]1N(CCC1)C1=NC=CC(=C1)C(F)(F)F)C (S)-N-(4-fluorophenyl)-N-methyl-1-(4-(trifluoromethyl)pyridin-2-yl)pyrrolidine-2-carboxamide